C1(CC1)NC(C1=C(C=C(C=C1OC)C1=CN=C2N1C=CC(=C2)OC[C@H]2CN(CC2)C2COC2)OC(F)F)=O N-cyclopropyl-2-(difluoromethoxy)-6-methoxy-4-[7-[[(3R)-1-(oxetan-3-yl)pyrrolidin-3-yl]methoxy]imidazo[1,2-a]pyridin-3-yl]benzamide